3-chloro-5-{[2-(4-{2-[(2R,3R,4R,5S)-3,4,5-trihydroxy-2-(hydroxymethyl)piperidin-1-yl]ethyl}phenyl)ethyl]amino}benzonitrile ClC=1C=C(C#N)C=C(C1)NCCC1=CC=C(C=C1)CCN1[C@@H]([C@H]([C@@H]([C@H](C1)O)O)O)CO